NC1=C(C=CC(=C1)Br)N(C(=O)C1C[C@H]2CC[C@@H](C1)N2C(=O)OC(C)(C)C)C tert-butyl (1R,3s,5S)-3-((2-amino-4-bromophenyl)(methyl)carbamoyl)-8-azabicyclo[3.2.1]octane-8-carboxylate